CC(C(=O)N1CCN(CC1)C1=CC(=NC=C1)NC=1SC2=NC(=CC=C2N1)C=1C=NNC1C)(C)C 2,2-dimethyl-1-(4-(2-((5-(5-methyl-1H-pyrazol-4-yl)thiazolo[5,4-b]pyridin-2-yl)amino)pyridin-4-yl)piperazin-1-yl)propan-1-one